7-Isopropyl-1,3-dimethyl-2-oxo-2,3-dihydro-1H-benzo[d]imidazol C(C)(C)C1=CC=CC2=C1N(C(N2C)=O)C